C[C@H]1CC[C@@H](N(C1)C(C(=O)NC=1C=C(C=NC1)C(=O)N)=O)C=1C=C2C=CC(NC2=CC1)=O |o1:1,4| rel-5-[[2-[(2R,5S)-5-methyl-2-(2-oxo-1H-quinolin-6-yl)-1-piperidyl]-2-oxo-acetyl]amino]pyridine-3-carboxamide